CC1(OB(OC1(C)C)C=1C=NN(C1)CC(=O)OCC)C ethyl 2-[4-(4,4,5,5-tetramethyl-1,3,2-dioxaborolan-2-yl)pyrazol-1-yl]acetate